7,9-difluoropyrido[3,2-b]indole FC=1C=C(C=2C3=C(NC2C1)C=CC=N3)F